N-methylpseudouridine triphosphate P(O)(=O)(OP(=O)(O)OP(=O)(O)O)OC[C@@H]1[C@H]([C@H]([C@@H](O1)C1=CN(C(=O)NC1=O)C)O)O